C(C)(C)(C)OC(=O)N1CCN(CC1)C1=NC=CC(=C1)B(O)O [2-(4-tert-butoxycarbonyl-piperazin-1-yl)-4-pyridyl]boronic acid